COCCOC1=CC(=NC=C1)\C(\C)=N\NC(=S)SC methyl (E)-2-(1-(4-(2-methoxyethoxy)pyridin-2-yl)ethylidene)hydrazine-1-carbodithioate